N(=N[Sn]=O)[Sn] (AZO)tin oxide